FC=1C=C(C=NC1)C=1C=C(C=C(C1)C)S(=O)(=O)NC(COC1=CC2=CC=CC=C2C=C1)=O N-((3-(5-Fluoropyridin-3-yl)-5-methylphenyl)sulfonyl)-2-(naphthalen-2-yloxy)acetamide